2-(6-((6-fluoroquinolin-4-yl)amino)-3-azabicyclo[3.1.0]hexane-3-yl)propionic acid FC=1C=C2C(=CC=NC2=CC1)NC1C2CN(CC12)C(C(=O)O)C